2-(2-(1-(3-(4-(tert-butoxycarbonyl)piperazin-1-yl)propyl)-1H-indol-6-yl)thiazol-4-yl)acetic acid C(C)(C)(C)OC(=O)N1CCN(CC1)CCCN1C=CC2=CC=C(C=C12)C=1SC=C(N1)CC(=O)O